4-amino-3-(prop-1-en-2-yl)-5-(2-[[2-(trimethylsilyl)ethoxy]methoxy]ethyl)benzonitrile NC1=C(C=C(C#N)C=C1CCOCOCC[Si](C)(C)C)C(=C)C